3-methyl-3,6-diaza-bicyclo[3.1.1]heptane dihydrochloride Cl.Cl.CN1CC2NC(C1)C2